BrC1=C(OCCC(=O)O)C(=CC=C1)F 3-(2-bromo-6-fluoro-phenoxy)propanoic acid